FC=1C=NC(=NC1)NS(=O)(=O)CC N-(5-fluoropyrimidin-2-yl)ethanesulfonamide